6-Bromopyrrolo[1,2-a]pyrazine BrC1=CC=C2N1C=CN=C2